3-(4-chlorobenzyl)-6-ethyl-2-((4-(isoxazol-3-yloxy)phenyl)amino)-5,6-dihydro-3H-pyrrolo[3,4-d]pyrimidine-4,7-dione ClC1=CC=C(CN2C(=NC3=C(C2=O)CN(C3=O)CC)NC3=CC=C(C=C3)OC3=NOC=C3)C=C1